C(C)(C)(C)[Si](N=S(=O)(N)C1=NN(C(=C1)C(C)(C)O)C)(C)C N'-(tert-butyl-dimethyl-silyl)-5-(2-hydroxypropan-2-yl)-1-methyl-1H-pyrazole-3-sulfonimidamide